ClC1=CC=C(C=C1)C1=CC(=NC(=N1)C=1C=NC=CC1)N1C[C@@H](NCC1)CO (R)-(4-(6-(4-chlorophenyl)-2-(pyridin-3-yl)pyrimidin-4-yl)piperazin-2-yl)methanol